BrC1=C(C=C2C(=NC=NC2=C1)N[C@H](C)C1=CC(=CC(=C1)C(F)(F)F)[N+](=O)[O-])N1CCN(CC1)C (R)-7-bromo-6-(4-methylpiperazin-1-yl)-N-(1-(3-nitro-5-(trifluoromethyl)phenyl)ethyl)quinazolin-4-amine